NC1=NC=CC(=C1Cl)SC=1C=CC=2C(=NC=C(N2)N2CCC3(CC2)[C@@H](C=2C(=NC(=CC2)C)C3)N)N1 (S)-1'-(6-((2-amino-3-chloropyridin-4-yl)thio)pyrido[2,3-b]pyrazin-2-yl)-2-methyl-5,7-dihydrospiro[cyclopenta[b]pyridin-6,4'-piperidin]-5-amine